N[C@H](COC1=C(C(=O)O)C(=CC=C1)OCC1=CC=CC=C1)C (S)-2-(2-aminopropoxy)-6-(benzyloxy)benzoic acid